O1COC2=C1C=CC(=C2)C2=NC1=CC=CC=C1C=C2 2-(benzo[d][1,3]dioxol-5-yl)-quinoline